OC=1C=C(CCC2=NC3=C(C(=CC=C3C=C2)P(O)(=O)O)O)C=CC1O 2-(3,4-dihydroxyphenethyl)-8-hydroxyquinoline-7-phosphonic acid